C(#N)C=1C=C(C=C(C1)C(F)(F)F)NC(COC=1C=CC=C2C(=NN(C12)C)C1C(NC(CC1)=O)=O)=O N-(3-cyano-5-(trifluoromethyl)phenyl)-2-((3-(2,6-dioxopiperidin-3-yl)-1-methyl-1H-indazol-7-yl)oxy)acetamide